(2R)-2-(dimethylamino)-N-[7-fluoro-3-hydroxy-2-[[2-oxo-3-(3-oxo-4H-pyrazino[2,3-b][1,4]oxazin-6-yl)-1-oxa-3,8-diazaspiro[4.5]decan-8-yl]methyl]indan-5-yl]propanamide CN([C@@H](C(=O)NC=1C=C2C(C(CC2=C(C1)F)CN1CCC2(CN(C(O2)=O)C2=NC3=C(OCC(N3)=O)N=C2)CC1)O)C)C